C(\C=C\C(=O)O)(=O)O.CN1CCC(CC1)NC(=O)N1CCN(C2=CC=CC=C12)C1=NC=CN=C1 N-(1-Methylpiperidin-4-yl)-4-(pyrazin-2-yl)-3,4-dihydroquinoxaline-1(2H)-carboxamide fumaric acid salt